tert-butyl-5-fluoro-4-(isoxazol-5-yl)-6-methylpyridin-3-ol C(C)(C)(C)C1=NC(=C(C(=C1O)C1=CC=NO1)F)C